FC(OC1=C(N)C=CC(=C1)N1CC2(CC1)CCN(CC2)C)F 2-(difluoromethoxy)-4-(8-methyl-2,8-diazaspiro[4.5]decan-2-yl)aniline